C1(=CC=C(C=C1)CC1C(C2(CCC1C2(C)C)CS(=O)(=O)O)=O)CC2C(C1(CCC2C1(C)C)CS(=O)(=O)O)=O 3'-(1,4-phenylenedimethylene)bis(7,7-dimethyl-2-oxobicyclo[2.2.1]heptane-1-methanesulfonic acid)